4-(furo[3,2-c]pyridin-4-yl)-N-[1-(5-aminosulfonylpyrimidin-2-yl)piperidin-4-yl]benzamide O1C=CC=2C(=NC=CC21)C2=CC=C(C(=O)NC1CCN(CC1)C1=NC=C(C=N1)S(=O)(=O)N)C=C2